ClC1=C(C(=C(C=C1OC)OC)Cl)N1C(N(C2=NC(=NC=C2C1)NC)CC=1C=C(C=CC1)NC(\C=C\CN(C)C)=O)=O (E)-N-(3-((3-(2,6-dichloro-3,5-dimethoxyphenyl)-7-(methylamino)-2-oxo-3,4-dihydropyrimido[4,5-d]pyrimidin-1(2H)-yl)methyl)phenyl)-4-(dimethylamino)but-2-enamide